methyl 5-(imino (methylthio) methyl)-2,4-dimethylbenzoate N=C(C=1C(=CC(=C(C(=O)OC)C1)C)C)SC